6-(dimethylamino)-9-((2R,4S,5R)-4-hydroxy-5-(hydroxymethyl)tetrahydrofuran-2-yl)-7,9-dihydro-8H-purin-8-one CN(C1=C2NC(N(C2=NC=N1)[C@@H]1O[C@@H]([C@H](C1)O)CO)=O)C